C1(=CC=CC=C1)S(=O)(=O)O[C@H](C(=O)N(CC1=CCC(C=C1)(OC)C)CCCO)C 4-methyl-(S)-1-((3-hydroxypropyl) (4-methoxybenzyl) amino)-1-oxopropan-2-yl benzenesulfonate